[(1R)-1-(3-fluorophenyl)ethyl]imidazo[1,2-b]pyridazin-6-amine FC=1C=C(C=CC1)[C@@H](C)C=1N=C2N(N=C(C=C2)N)C1